N-phenyl-oxamic acid C1(=CC=CC=C1)NC(C(=O)O)=O